tert-butyl (S)-2-(6-cyano-1-(2-(2-methoxyphenyl)-2-((tetrahydro-2H-pyran-4-yl) oxy) ethyl)-5-methyl-2,4-dioxo-1,2-dihydrothieno[2,3-d]pyrimidin-3(4H)-yl)-2-methylpropionate C(#N)C1=C(C2=C(N(C(N(C2=O)C(C(=O)OC(C)(C)C)(C)C)=O)C[C@@H](OC2CCOCC2)C2=C(C=CC=C2)OC)S1)C